C(C1=CC=CC=C1)OCCOCCCC1(C(C(=C(C=C1)Br)C)N)N 1-{3-[2-(benzyloxy)ethoxy]Propyl}-4-bromo-3-methylbenzene-1,2-diamine